O-[(Ethoxycarbonyl)cyano-methylenamino]-N,N,N',N'-tetra-methyluronium tetra-fluoroborate F[B-](F)(F)F.C(C)OC(=O)C(=NOC(=[N+](C)C)N(C)C)C#N